N-Methyl-2-(2-oxo-2-{4-[2-(trifluoromethyl)benzoyl]piperazin-1-yl}ethoxy)benzamide 9H-fluoren-9-ylmethyl-(3-oxopropyl)carbamate C1=CC=CC=2C3=CC=CC=C3C(C12)CN(C(O)=O)CCC=O.CNC(C1=C(C=CC=C1)OCC(N1CCN(CC1)C(C1=C(C=CC=C1)C(F)(F)F)=O)=O)=O